N-(4-cyclohexylbenzyl)-7-methoxy-2-phenylquinoline-4-carboxamide C1(CCCCC1)C1=CC=C(CNC(=O)C2=CC(=NC3=CC(=CC=C23)OC)C2=CC=CC=C2)C=C1